(9-(2,5-difluorobenzyl)-3,9-diazaspiro[5.5]undecan-3-yl)(3,3-dimethyl-2,3-dihydro-1H-pyrrolo[3,2-b]pyridin-1-yl)methanone FC1=C(CN2CCC3(CCN(CC3)C(=O)N3CC(C4=NC=CC=C43)(C)C)CC2)C=C(C=C1)F